(fluoromethyl)pyridin FCC1=NC=CC=C1